2-[2-(2-morpholinoethyl)-1-piperidyl]aniline O1CCN(CC1)CCC1N(CCCC1)C1=C(N)C=CC=C1